N'-((5-chloropyrazolo[1,5-a]pyridin-2-yl)methyl)-N-methylacetohydrazide ClC1=CC=2N(C=C1)N=C(C2)CNN(C(C)=O)C